NC1=C2C(=NC=N1)N(N=C2C2=NOC(=C2C2=NC=C(C=N2)C2CN(C2)C(=O)NCC(=O)OC(C)(C)C)C2CC2)C(C)(C)C tert-butyl 2-[[3-[2-[3-(4-amino-1-tert-butyl-pyrazolo[3,4-d]pyrimidin-3-yl)-5-cyclopropyl-isoxazol-4-yl]pyrimidin-5-yl]azetidine-1-carbonyl]amino]acetate